FC1=C2C(=CN=C1C)NC(=C2)C(=O)N[C@@H]2[C@H]([C@H]1C([C@@H](C2)C1)(C)C)C 4-fluoro-5-methyl-N-[(1S,2S,3S,5R)-2,6,6-trimethylnorpinan-3-yl]-1H-pyrrolo[2,3-c]pyridine-2-carboxamide